4,4-difluoro-N-(trans-4-((4-(5-(methanesulfonyl)pyridin-3-yl)-5-(trifluoromethyl)pyrimidin-2-yl)amino)cyclohexyl)-N-(5-(2-methoxypyrimidin-5-yl)pyrazin-2-yl)butanamide FC(CCC(=O)N(C1=NC=C(N=C1)C=1C=NC(=NC1)OC)[C@@H]1CC[C@H](CC1)NC1=NC=C(C(=N1)C=1C=NC=C(C1)S(=O)(=O)C)C(F)(F)F)F